(S)-3-Methyl-1,4-dioxane-2,5-dione C[C@H]1C(OCC(O1)=O)=O